(S)-3-((8-(isopropylamino)-6-(trifluoromethyl)pyrido[3,4-d]pyrimidin-2-yl)amino)piperidine-1-carboxylic acid tertButyl ester C(C)(C)(C)OC(=O)N1C[C@H](CCC1)NC=1N=CC2=C(N1)C(=NC(=C2)C(F)(F)F)NC(C)C